tert-butyl (3,5-dichloropyrazolo[1,5-a]pyrimidin-7-yl)(4-(pyridin-2-yl)benzyl)carbamate ClC=1C=NN2C1N=C(C=C2N(C(OC(C)(C)C)=O)CC2=CC=C(C=C2)C2=NC=CC=C2)Cl